ClC1=C(C=C(C(=C1)C1(COC1)OCC1=C(C=CC(=C1)F)Cl)C)N=CN(C)CC N'-(2-chloro-4-(3-((2-chloro-5-fluorobenzyl)oxy)oxetan-3-yl)-5-methylphenyl)-N-ethyl-N-methylformimidamide